ClC=1C=NC=CC1CC(C(=O)O)N(C)CC1=C(C=C(C=C1)OC)OC 3-(3-chloro-4-pyridyl)-2-[(2,4-dimethoxyphenyl)methyl-methyl-amino]propanoic acid